CCOC(=O)COS(=O)(=O)C1=CC=C(C=C1)C ethyl (p-tosyloxy)acetate